3-(4-Chlorophenyl)-N-((4-cyanophenyl)sulfonyl)-4-phenyl-4,5-dihydro-1H-pyrazole-1-carbothioamide ClC1=CC=C(C=C1)C1=NN(CC1C1=CC=CC=C1)C(NS(=O)(=O)C1=CC=C(C=C1)C#N)=S